FC(C1=CC=2N(C3=CC=CC=C3SC2C=C1)CCCN1CCN(CC1)CCO)(F)F 4-[3-[2-(trifluoromethyl)phenothiazin-10-yl]propyl]-1-piperazineethanol